C(C)(C)(C)C1N=C(C2=CC(=CC=C2C1)Cl)C1=C(SC(=C1)C1OCCO1)C tert-Butyl-7-chloro-1-[5-(1,3-dioxolan-2-yl)-2-methyl-3-thienyl]-3,4-dihydroisoquinoline